FC=1C=C(C=CC1)N1N=NC(=C1)CN1C(O[C@]2(C1)C[C@H](CCC2)CN2C=NC1=C2C=C(C=C1)C#N)=O 1-[((5S,7S)-3-{[1-(3-fluorophenyl)-1H-1,2,3-triazol-4-yl]methyl}-2-oxo-1-oxa-3-azaspiro[4.5]dec-7-yl)methyl]-1H-benzimidazole-6-carbonitrile